(3aR,5s,6aS)-2-(((R)-tetrahydro-2H-pyran-2-yl)methyl-d2)-N-(6-(2-(trifluoromethyl)pyridin-3-yl)pyridazin-3-yl)octahydrocyclopenta[c]pyrrol-5-amine O1[C@H](CCCC1)C(N1C[C@@H]2[C@H](C1)CC(C2)NC=2N=NC(=CC2)C=2C(=NC=CC2)C(F)(F)F)([2H])[2H]